5-((8-(2,3-dichlorophenyl)-3,8-diazabicyclo[3.2.1]oct-3-yl)methyl)-2-(2,4-dioxotetrahydropyrimidin-1(2H)-yl)isoindoline-1,3-dione ClC1=C(C=CC=C1Cl)N1C2CN(CC1CC2)CC=2C=C1C(N(C(C1=CC2)=O)N2C(NC(CC2)=O)=O)=O